CO[Si](C(C[Si](O[SiH](C)C)(C)C)C)(OC)OC 1-[2-(trimethoxysilyl)propyl]-1,1,3,3-tetramethyldisiloxane